4-[6-[[5-fluoro-4-(3-isopropylpyrazolo[1,5-a]pyridin-5-yl)pyrimidin-2-yl]amino]-3-pyridinyl]-3-oxo-piperazine-1-carboxylic acid tert-butyl ester C(C)(C)(C)OC(=O)N1CC(N(CC1)C=1C=NC(=CC1)NC1=NC=C(C(=N1)C1=CC=2N(C=C1)N=CC2C(C)C)F)=O